2-(2-((3r,4r)-3-amino-4-fluoropiperidin-1-yl)-5,6-difluoro-1H-benzo[d]imidazol-1-yl)-1-(3-(difluoromethoxy)pyrrolidin-1-yl)ethanone N[C@@H]1CN(CC[C@H]1F)C1=NC2=C(N1CC(=O)N1CC(CC1)OC(F)F)C=C(C(=C2)F)F